palladium 2-(bis(2-methoxyphenyl) phosphino)-4-methylbenzenesulfonate COC1=C(C=CC=C1)P(C1=C(C=CC(=C1)C)S(=O)(=O)[O-])C1=C(C=CC=C1)OC.[Pd+2].COC1=C(C=CC=C1)P(C1=C(C=CC=C1)OC)C1=C(C=CC(=C1)C)S(=O)(=O)[O-]